[N+](=O)([O-])C1=CC=C(OCCOCCOCCOCCOCCO)C=C1 14-(4-Nitrophenoxy)-3,6,9,12-tetraoxatetradecan-1-ol